2-(3-(benzyloxy)propyl)-1-methyl-7-(1H-pyrazol-1-yl)-1H-imidazo[4,5-d]thieno[3,2-b]pyridin-4-amine C(C1=CC=CC=C1)OCCCC1=NC=2C(=C3C(=NC2N)C=C(S3)N3N=CC=C3)N1C